C(C1=CC=CC=C1)N1C[C@H]2C=C[C@@H](C1)N2C(=O)OC(C)(C)C (1R,5S)-tert-butyl 3-benzyl-3,8-diazabicyclo[3.2.1]oct-6-ene-8-carboxylate